methyl 3-(6,7-dichloro-4-oxo-4H-chromen-2-yl)benzoate ClC=1C=C2C(C=C(OC2=CC1Cl)C=1C=C(C(=O)OC)C=CC1)=O